CC1=C(SC=C1)C=1SC(=C2N=C(C(=NC21)C2=CSC=C2)C2=CSC=C2)C=2SC=CC2CCCCCCCC 5-(3-methylthiophene-2-yl)-7-(3-octylthiophen-2-yl)-2,3-di(thiophen-3-yl)thieno[3,4-B]pyrazine